C(C=C)(=O)OCCCOC1=CC=C(C(=O)OC2=C(C=C(C=C2)OC(C2=CC=C(C=C2)OCCCOC(C=C)=O)=O)C)C=C1 2-methyl-1,4-phenylene bis(4-(3-(acryloyloxy) propoxy)benzoate)